3-(4-(3-fluoro-2-(trifluoromethyl)phenyl)piperidine-1-carbonyl)-[1,2,4]triazolo[4,3-a]pyridine-6-carbonitrile FC=1C(=C(C=CC1)C1CCN(CC1)C(=O)C1=NN=C2N1C=C(C=C2)C#N)C(F)(F)F